2-ethyl-bisphenol A CCC1=C(O)C=CC(=C1)C(C)(C)C1=CC=C(C=C1)O